1-[(2-chloro-4-{6,6-difluoro-3-azabicyclo[3.1.0]hex-3-yl}phenyl)methyl]-1H-imidazole-4-carboxylic acid ClC1=C(C=CC(=C1)N1CC2C(C2C1)(F)F)CN1C=NC(=C1)C(=O)O